FC(C1(CC1)C1=NC(=CC=C1)[Sn](C)(C)C)(F)F 2-[1-(trifluoromethyl)cyclopropyl]-6-(trimethylstannyl)pyridine